C[C@@H]1C[C@H](CNC1)OC=1C=C2CN(C(C2=CC1)=O)C1C(NC(CC1)=O)=O 3-(5-(((3r,5r)-5-methylpiperidin-3-yl)oxy)-1-oxoisoindolin-2-yl)piperidine-2,6-dione